(S)-N-(1-(4-(cyclopropanesulfonamido)pyridin-2-yl)-3-(piperidin-1-yl)propyl)-4-(6-ethoxypyrazin-2-yl)-2,3-difluorobenzamide C1(CC1)S(=O)(=O)NC1=CC(=NC=C1)[C@H](CCN1CCCCC1)NC(C1=C(C(=C(C=C1)C1=NC(=CN=C1)OCC)F)F)=O